N1(CCNCC1)CC1CCC2(CCN(CC2)C(=O)OCC2=CC=CC=C2)CC1 benzyl 9-(piperazin-1-ylmethyl)-3-azaspiro[5.5]undecane-3-carboxylate